tert-butyl 4-((6-cyano-7-(cis-3-morpholino-cyclobutoxy)-2H-indazol-2-yl)(2-(ethoxycarbonyl)cyclopropyl)methyl)-5-methoxy-7-methyl-1H-indole-1-carboxylate C(#N)C=1C=CC2=CN(N=C2C1O[C@@H]1C[C@@H](C1)N1CCOCC1)C(C1=C2C=CN(C2=C(C=C1OC)C)C(=O)OC(C)(C)C)C1C(C1)C(=O)OCC